4'-Vinylguanosine C(=C)[C@]1([C@H]([C@H]([C@@H](O1)N1C=NC=2C(=O)NC(N)=NC12)O)O)CO